3-(3-(difluoromethoxy)phenyl)-1-isopropyl-N-(3-methyltetrahydrofuran-3-yl)-1H-pyrazolo[4,3-b]pyridine-6-carboxamide FC(OC=1C=C(C=CC1)C1=NN(C=2C1=NC=C(C2)C(=O)NC2(COCC2)C)C(C)C)F